2-O-methyl-ascorbic acid COC=1C(=O)O[C@@H](C1O)[C@@H](O)CO